1-(tert-butyl)-5-fluoro-N-(4-methyl-3-(8-morpholinylimidazo[1,2-a]pyridin-6-yl)phenyl)-1H-pyrazole-4-carboxamide C(C)(C)(C)N1N=CC(=C1F)C(=O)NC1=CC(=C(C=C1)C)C=1C=C(C=2N(C1)C=CN2)N2CCOCC2